C(C)(C)(C)C=1C=C(O[Al](CC(C)C)CC(C)C)C=C(C1C)C(C)(C)C (3,5-di(tert-butyl)-4-methylphenoxy)diisobutylaluminium